N([C@@](CO)(C(=O)O)[2H])([2H])[2H] [2H3]serine